2,2-dimethyl-3-thioxo-1,2,3,4-tetrahydro-quinoxaline-5-carboxylic acid methyl ester COC(=O)C=1C=2NC(C(NC2C=CC1)(C)C)=S